Cl.NC1CC(CC1)C(=O)OC methyl 3-aminocyclopentane-1-carboxylate HCl